3-(2-Acetoxyimino-1,5-dioxo-5-methoxypentyl)-9-ethyl-6-(o-toluoyl)-9H-carbazole C(C)(=O)ON=C(C(=O)C=1C=CC=2N(C3=CC=C(C=C3C2C1)C(=O)C=1C(=CC=CC1)C)CC)CCC(OC)=O